(S)-(5-(2-amino-[1,2,4]triazolo[1,5-a]pyridin-7-yl)-1-methyl-1H-indol-3-yl)(3-(4-fluorophenyl)morpholinyl)methanone NC1=NN2C(C=C(C=C2)C=2C=C3C(=CN(C3=CC2)C)C(=O)N2[C@H](COCC2)C2=CC=C(C=C2)F)=N1